1-(trifluoromethyl)vinylhexanediol borate B(O)(O)OC(CCCCC)(O)C(=C)C(F)(F)F